O=C1NC(CCC1N1CC2=CC=C(C=C2C1=O)CNC(OC)=O)=O methyl N-{[2-(2,6-dioxopiperidin-3-yl)-3-oxo-2,3-dihydro-1H-isoindol-5-yl]methyl}carbamate